N-((S)-(7-((R)-Cyclopropyl(4,4,4-trifluorobutanamido)methyl)imidazo[1,2-b]pyridazin-2-yl)(4,4-difluorocyclohexyl)methyl)-2-(3-fluoropropyl)-2H-1,2,3-triazole-4-carboxamide C1(CC1)[C@H](C1=CC=2N(N=C1)C=C(N2)[C@@H](NC(=O)C2=NN(N=C2)CCCF)C2CCC(CC2)(F)F)NC(CCC(F)(F)F)=O